C(C)(C)(C)OC(=O)N1C(CCCC1)(C)NC=1N=CC2=C(N1)N(C(C21CC1)=O)C1CCCC1 ((7'-cyclopentyl-6'-oxo-6',7'-dihydrospiro[cyclopropane-1,5'-pyrrolo[2,3-d]pyrimidin]-2'-yl)amino)-2-methylpiperidine-1-carboxylic acid tert-butyl ester